ClC=1C=CC(=C(C1)C1=CC(=C(N=N1)SCCO)NC1=CC(=NC=C1)NC(CN1C2CN(C(C1)C2)C)=O)F N-(4-{[6-(5-chloro-2-fluoro-phenyl)-3-[(2-hydroxyethyl)-sulfanyl]pyridazin-4-yl]-amino}pyridin-2-yl)-2-{5-methyl-2,5-diazabicyclo-[2.2.1]heptan-2-yl}acetamide